BrC1CN[C@@H]2CC3=CNC4=CC=CC([C@H]2C1)=C34 bromoergoline